C(N)(OC(C(=O)NCCOC(=O)OC1=CC=C(C=C1)C=CC1=CC(=CC(=C1)OC)OC)C(CCC(C)(C)C)C)=O Tert-butyl-(1-((2-(((4-(3,5-dimethoxystyryl) phenoxy) carbonyl) oxy) ethyl) amino)-3-methyl-1-oxopentan-2-yl) carbamate